FC1([C@@H](O[C@H]2C1O[Si](O[Si](OC2)(C(C)C)C(C)C)(C(C)C)C(C)C)N2C(N=C(C=C2)N)=O)F 1-[(6aR,8R)-9,9-difluoro-2,2,4,4-tetraisopropyl-6,6a,8,9a-tetrahydrofuro[3,2-f][1,3,5,2,4]trioxadisilocin-8-yl]-4-amino-pyrimidin-2-one